5-Chloro-1-{5-{3-deoxy-3-[2-(phenylmethylene)hydrazinyl]-β-D-galactopyranosyl}-3-methyl-1H-1,2,4-triazol-1-yl}-2-(trifluoromethyl)benzene ClC=1C=CC(=C(C1)N1N=C(N=C1[C@H]1[C@H](O)[C@H]([C@@H](O)[C@H](O1)CO)NN=CC1=CC=CC=C1)C)C(F)(F)F